FC=1C=C2CN(CC2=CC1)CC=1OC=C(C(C1)=O)OCC1=CC=C(C=C1)C1(COC1)O 2-((5-fluoroisoindolin-2-yl)methyl)-5-((4-(3-hydroxyoxetan-3-yl)benzyl)oxy)-4H-pyran-4-one